ClN1NC(=CC(=N1)Cl)C1=CC=C(C=C1)OC 2,4-Dichloro-6-(4-methoxyphenyl)triazine